CC1(C2=CC(=CC=C2C=2C=CC(=CC12)C#N)C1=NC=CC=C1B1OC(C(O1)(C)C)(C)C)C 9,9-dimethyl-7-(3-(4,4,5,5-tetramethyl-1,3,2-dioxaborolan-2-yl)pyridin-2-yl)-9H-fluorene-2-carbonitrile